tert-butyl (2-(2-((2-((2-bromo-6-methoxypyridin-3-yl) carbamoyl)-4-(trifluoromethyl) phenyl) amino)-5-fluorophenoxy) ethyl)-carbamate BrC1=NC(=CC=C1NC(=O)C1=C(C=CC(=C1)C(F)(F)F)NC1=C(OCCNC(OC(C)(C)C)=O)C=C(C=C1)F)OC